p-methylsulfonyl-phenyl-seryl alcohol CS(=O)(=O)C1=CC=C(C=C1)N[C@@H](CO)C(=O)O